24,30-difluoro-3,6,11,11-tetramethyl-6-phenyl-26-thia-3,4,14,15,21,33-hexazahexacyclo[25.3.1.12,5.112,15.017,25.018,22]tritriaconta-1(31),2(33),4,12(32),13,17,19,22,24,27,29-undecaene FC=1C=C2NC=CC2=C2CN3N=CC(C(CCCCC(C4=NN(C(C=5C(=CC=C(SC12)C5)F)=N4)C)(C4=CC=CC=C4)C)(C)C)=C3